[4-(4-Carboxymethoxy-butane-1-sulfinyl)-butoxy]-acetic acid C(=O)(O)COCCCCS(=O)CCCCOCC(=O)O